[Si](C1=CC=CC=C1)(C1=CC=CC=C1)(C(C)(C)C)O[C@@H](CS(=O)(=O)N)C=C (R)-2-((TERT-BUTYLDIPHENYLSILYL)OXY)BUT-3-ENE-1-SULFONAMIDE